7-fluoro-3,3-dimethyl-5-(6-oxo-1,6-dihydropyridazin-3-yl)indolin-2-one FC=1C=C(C=C2C(C(NC12)=O)(C)C)C1=NNC(C=C1)=O